[N+](=O)([O-])C1=CC2=C(CCO2)C=C1N 6-nitro-2,3-Dihydrobenzofuran-5-amine